C(C)C1C(C1C=1C=NN(C1)C)C(=O)O 2-ethyl-3-(1-methylpyrazol-4-yl)cyclopropanecarboxylic acid